3-((4,4-bis(octyloxy)butanoyl)oxy)-2-((((2-(diethylamino)ethyl)(methyl)carbamoyl)oxy)methyl)propyl (9Z,12Z)-octadeca-9,12-dienoate C(CCCCCCC\C=C/C\C=C/CCCCC)(=O)OCC(COC(CCC(OCCCCCCCC)OCCCCCCCC)=O)COC(N(C)CCN(CC)CC)=O